C(C)C1C(CC2=C(C=C(C=C12)NC(C(C)(C)O)=O)F)C(=O)O[C@H](C(C1=CC=C(C=C1)F)C1=CC=C(C=C1)F)CN (R)-3-amino-1,1-bis(4-fluorophenyl)propan-2-ol ethyl-4-fluoro-6-[(2-hydroxy-2-methyl-propanoyl)amino]indane-2-carboxylate